5-(tert-butoxy)-2-(N-methylamino)-5-oxopentanoic acid C(C)(C)(C)OC(CCC(C(=O)O)NC)=O